CS(=O)(=O)C1CCN(CC1)C1=CC=C(C=C1)CC(=O)NC(C=1OC(=CC1)C)C1=C(C=C(C=C1)C)N1CCCCC1 2-[4-(4-methanesulfonyl-piperidin-1-yl)phenyl]-N-{[4-methyl-2-(piperidin-1-yl)phenyl](5-methylfuran-2-yl)methyl}acetamide